O=C(CCCCCCC(=O)O)OC(CCCCCC)CCCCCCCC 8-Oxo-8-(pentadecan-7-yloxy)octanoic acid